BrC1=CC(=NC=C1)NC(C1=CC(=CC(=C1)Cl)Cl)=O N-(4-bromopyridine-2-yl)-3,5-dichlorobenzamide